CC=1C=C(CC2C[C@H](NC2)C(=O)O)C=CC1 gamma-(3-methyl-benzyl)-proline